O1CC=CC2=C1C=CC=C2 2H-benzopyran